(5-acryloyl-2-(dodecyloxy)phenyl)methanesulfonic acid sodium salt [Na+].C(C=C)(=O)C=1C=CC(=C(C1)CS(=O)(=O)[O-])OCCCCCCCCCCCC